C12COCC(N1C=1SC3=C(N1)C=CC(=C3C(=O)NC=3C=NC(=CC3C(NC3=CC1=C(OC(O1)(F)F)C=C3F)=O)OC)OC)C2 2-(3-Oxa-6-azabicyclo[3.1.1]heptan-6-yl)-6-methoxy-N-(6-methoxy-4-((2,2,6-trifluorobenzo[d][1,3]dioxol-5-yl)carbamoyl)pyridin-3-yl)benzo[d]thiazole-7-carboxamide